(E)-3-(1,3-benzodioxol-5-yl)-N-phenyl-N-tetra-hydrothiophen-3-yl-prop-2-enamide O1COC2=C1C=CC(=C2)/C=C/C(=O)N(C2CSCC2)C2=CC=CC=C2